O1C(OCC1)C=1C=C(C(=O)O)C=CC1NC(=O)N1CCOCC1 3-(1,3-dioxolan-2-yl)-4-(morpholine-4-carbonylamino)benzoic acid